(E)-dimethyl butenedioate C(\C=C\C(=O)OC)(=O)OC